8-4-Chlorophenylthio-adenosine ClC1=CC=C(C=C1)SC=1N([C@H]2[C@H](O)[C@H](O)[C@@H](CO)O2)C=2N=CN=C(C2N1)N